5-(4'-phenyl-1,1'-biphenyl-3-yl)-12-(9,9-dimethylfluoren-2-yl)-5H,12H-indolo[3,2-a]carbazole C1(=CC=CC=C1)C1=CC=C(C=C1)C1=CC(=CC=C1)N1C2=CC=CC=C2C=2C1=CC=C1C3=CC=CC=C3N(C21)C2=CC=1C(C3=CC=CC=C3C1C=C2)(C)C